(4R)-ethyl 5-(3-(4-aminobutanamido)-4-((tert-butyl dimethylsilyl)oxy)phenyl)-4-((tert-butoxycarbonyl)amino)-2-methylpentanoate NCCCC(=O)NC=1C=C(C=CC1O[Si](C)(C)C(C)(C)C)C[C@@H](CC(C(=O)OCC)C)NC(=O)OC(C)(C)C